BrC1=NC=2C(CCCC2C=C1)O 2-bromo-5,6,7,8-tetrahydroquinolin-8-ol